methyl 3-amino-4-iodobenzoate NC=1C=C(C(=O)OC)C=CC1I